(S)-N-((4-carbamimidoylthiophen-2-yl)methyl)-7-((4'-methyl-[1,1'-biphenyl]-4-carbonyl)glycyl)-1,4-dioxa-7-azaspiro[4.4]nonane-8-carboxamide C(N)(=N)C=1C=C(SC1)CNC(=O)[C@H]1N(CC2(OCCO2)C1)C(CNC(=O)C1=CC=C(C=C1)C1=CC=C(C=C1)C)=O